C(#N)C1(CNC1)COC=1C(=CC(=NC1)C)C1=CC=2N(C=C1)N=C(C2)NC(=O)C2CC2 N-[5-[5-[(3-cyanoazetidin-3-yl)methoxy]-2-methyl-4-pyridyl]pyrazolo[1,5-a]pyridin-2-yl]cyclopropanecarboxamide